3,5-di-t-butyl-4-hydroxybenzyl methyl ether COCC1=CC(=C(C(=C1)C(C)(C)C)O)C(C)(C)C